Benzyl (1-(2,2-difluoropropyl)piperidin-4-yl)(methyl)carbamate FC(CN1CCC(CC1)N(C(OCC1=CC=CC=C1)=O)C)(C)F